CC1(C=C(CCC1)C(CCC=C)=O)C 1-(3,3-dimethylcyclohex-1-en-1-yl)pent-4-en-1-one